ethyl 2-(2-(pyridin-4-yl)-6-((4-(trifluoromethoxy) pyridin-2-yl) amino) pyrimidin-4-yl)-2-azaspiro[4.5]decane-7-carboxylate N1=CC=C(C=C1)C1=NC(=CC(=N1)N1CC2(CC1)CC(CCC2)C(=O)OCC)NC2=NC=CC(=C2)OC(F)(F)F